(R) or (S)-3-fluoro-5-(2-hydroxypropan-2-yl)-N'-((1',5',6',7'-tetrahydro-2'H-spiro[cyclopropane-1,3'-dicyclopenta[b,e]pyridin]-8'-yl)carbamoyl)thiophene-2-sulfonimidamide FC1=C(SC(=C1)C(C)(C)O)[S@@](=O)(N)=NC(NC1=C2C(=NC3=C1CCC3)C3(CC2)CC3)=O |o1:10|